3-bromo-2-(2-ethylhexyl)-thiophene BrC1=C(SC=C1)CC(CCCC)CC